C(C)(C)(C)OC(=O)N(C(OC(C)(C)C)=O)C=1N=CC2=C(C=C(C(=C2C1)CNC1CC(C1)OC1=CC(=C(C=C1)F)C(F)(F)F)F)C(CO)O tert-butyl (tert-butoxycarbonyl)(8-(1,2-dihydroxyethyl)-6-fluoro-5-((((1r,3r)-3-(4-fluoro-3-(trifluoromethyl)phenoxy)cyclobutyl)amino)methyl)isoquinolin-3-yl)carbamate